N1N=NC=C1B(O)O 1,2,3-TRIAZOLE-5-BORONIC ACID